tert-butyl (3R,4R)-4-(4-bromo-2-fluoro-phenyl)-3-hydroxy-piperidine-1-carboxylate BrC1=CC(=C(C=C1)[C@@H]1[C@H](CN(CC1)C(=O)OC(C)(C)C)O)F